N2-(1-((2-(Azetidin-1-yl)pyrimidin-5-yl)methyl)-1H-pyrazol-4-yl)-6-(3-chloro-6-(difluoromethyl)-2-fluorophenyl)-N2-((2-(trimethylsilyl)ethoxy)methyl)pyrazine-2,3-dicarboxamide N1(CCC1)C1=NC=C(C=N1)CN1N=CC(=C1)N(C(=O)C1=NC(=CN=C1C(=O)N)C1=C(C(=CC=C1C(F)F)Cl)F)COCC[Si](C)(C)C